7-bromo-quinazolin-4(3H)-one BrC1=CC=C2C(NC=NC2=C1)=O